FC(OC1=NNC2=NC=C(C=C21)OC2=CC=C(C=C2)N2C(N(CC2=O)C=2C=NC=C(C2)C(C(F)(F)F)O)=O)F 3-(4-{[3-(difluoromethoxy)-1H-pyrazolo[3,4-b]pyridin-5-yl]oxy}phenyl)-1-[5-(2,2,2-trifluoro-1-hydroxyethyl)-3-pyridinyl]-2,4-imidazolidinedione